FC(COC1=CC=C(C(=N1)NC1=CC=C(C=C1)OC([2H])([2H])[2H])C(C)=O)F 1-(6-(2,2-difluoroethoxy)-2-((4-(methoxy-d3)phenyl)amino)pyridin-3-yl)ethan-1-one